NC1=C(C2=CC=CC=C2C(=C1)O)OC(C(=C)C)=O 2-amino-4-hydroxy-1-Methacryloyloxynaphthalene